4,5-dihydroisoxazole-3-benzoic acid O1N=C(CC1)C1=CC=CC=C1C(=O)O